FC=1C=CC(=NC1)C#N 5-fluoropicolinonitrile